O=C1NC(CCC1N1C(C2=CC=CC(=C2C1=O)NCC1=C(C=C(C=C1)CN1CC(C1)N1CCOCC1)F)=O)=O (2,6-dioxopiperidin-3-yl)-4-((2-fluoro-4-((3-morpholinoazetidin-1-yl)methyl)benzyl)amino)isoindoline-1,3-dione